2-methoxy-4-propylcyclohexan-1-ol COC1C(CCC(C1)CCC)O